(3-{[2-(4-Chlorophenyl)imidazo[1,2-a]pyridin-3-yl]methyl}-3,8-diazabicyclo[3.2.1]oct-8-yl)(morpholin-4-yl)methanon ClC1=CC=C(C=C1)C=1N=C2N(C=CC=C2)C1CN1CC2CCC(C1)N2C(=O)N2CCOCC2